2-((S)-4,4-difluoro-3-(6-oxo-1,6-dihydropyridin-3-yl)piperidin-1-yl)-N-(5-(2,2-difluoroethoxy)pyridin-2-yl)propionamide FC1([C@H](CN(CC1)C(C(=O)NC1=NC=C(C=C1)OCC(F)F)C)C1=CNC(C=C1)=O)F